2-((5S,7R)-7-cyclohexyl-9-methoxy-2-methyl-3-oxo-2,3,5,7-tetrahydrobenzo[5,6]oxepino[4,3-c]pyridin-5-yl)-N-ethylacetamide C1(CCCCC1)[C@@H]1C2=C(C3=CN(C(C=C3[C@@H](O1)CC(=O)NCC)=O)C)C=CC(=C2)OC